N-(4-cyanocyclohexyl)-4-(2-{[(3S)-piperidin-3-yl]amino}-5-(trifluoromethyl)pyrimidin-4-yl)-1H-pyrrole-2-carboxamide C(#N)C1CCC(CC1)NC(=O)C=1NC=C(C1)C1=NC(=NC=C1C(F)(F)F)N[C@@H]1CNCCC1